The molecule is a first-generation cephalosporin antibiotic with a methyl substituent at position 3, and a (2R)-2-amino-2-cyclohexa-1,4-dien-1-ylacetamido substituent at position 7, of the cephem skeleton. It has a role as an antibacterial drug. It is a cephalosporin and a beta-lactam antibiotic allergen. CC1=C(N2[C@@H]([C@@H](C2=O)NC(=O)[C@@H](C3=CCC=CC3)N)SC1)C(=O)O